bis(2,6-dimethylbenzoyl)-2,4-dipentyloxyphenylphosphine oxide CC1=C(C(=O)P(C2=C(C=C(C=C2)OCCCCC)OCCCCC)(C(C2=C(C=CC=C2C)C)=O)=O)C(=CC=C1)C